(1S,2S)-2-(3-chlorophenyl)-N-(6-chloropyrimidin-4-yl)-N-methylcyclopropane-1-carboxamide ClC=1C=C(C=CC1)[C@@H]1[C@H](C1)C(=O)N(C)C1=NC=NC(=C1)Cl